2-amino-4-(6-chloro-8-fluoro-2-(((S)-1-methylpyrrolidin-2-yl)methoxy)-4-(5-oxa-2,8-diazaspiro[3.5]nonan-8-yl)quinazolin-7-yl)-7-fluorobenzo[b]thiophene-3-carbonitrile NC1=C(C2=C(S1)C(=CC=C2C2=C(C=C1C(=NC(=NC1=C2F)OC[C@H]2N(CCC2)C)N2CCOC1(CNC1)C2)Cl)F)C#N